BrC=1C=C(C=CC1)C1=NC(=C(C(=N1)N)OC1=C(C=CC=C1)OC)Cl (3-bromophenyl)-6-chloro-5-(2-methoxyphenoxy)pyrimidin-4-amine